FC=1C(=C(C=CC1F)[C@H]1[C@@H](O[C@]([C@H]1C)(C(F)(F)F)C)C(=O)NC=1C=CC(=C(C1)SSC1=C(C=CC(=C1)NC(=O)[C@@H]1O[C@@]([C@H]([C@H]1C1=C(C(=C(C=C1)F)F)OC)C)(C)C(F)(F)F)F)F)OC [5-[[(2r,3s,4s,5r)-3-(3,4-difluoro-2-methoxy-phenyl)-4,5-dimethyl-5-(trifluoromethyl) tetrahydrofuran-2-carbonyl]amino]-2-fluoro-phenyl] disulfide